(1R,2R)-2-((S)-5H-imidazo[5,1-a]isoindol-5-yl)-8-oxaspiro[4.5]decan-1-ol C=1N=CN2C1C1=CC=CC=C1[C@@H]2[C@@H]2[C@H](C1(CC2)CCOCC1)O